N[C@@H](CC1CNC(C=2C=C3C(=NC12)N(C(=N3)C=3N(C1=C(C=CC=C1C3)OC[C@@H](C)N3C=NC(=C3)F)CC3CC3)C)=O)CF ((S)-2-amino-3-fluoropropyl)-2-(1-(cyclopropylmethyl)-7-((R)-2-(4-fluoro-1H-imidazol-1-yl)propoxy)-1H-indol-2-yl)-3-methyl-3,5,6,7-tetrahydro-8H-imidazo[4,5-b][1,6]naphthyridin-8-one